N-methyl-5,6-dihydroimidazo[1,5-a]pyrazine-7(8H)-carboxamide CNC(=O)N1CC=2N(CC1)C=NC2